(S)-2-(6-(2,2-difluoroethoxy)-4-(3-methyl-1-(4-trideuteromethyl-4H-1,2,4-triazol-3-yl)cyclobutyl)pyridin-2-yl)-6-((3-methylpiperidin-1-yl)methyl)-4-(trifluoromethyl)isoindol-1-one FC(COC1=CC(=CC(=N1)N1C(C2=CC(=CC(=C2C1)C(F)(F)F)CN1C[C@H](CCC1)C)=O)C1(CC(C1)C)C1=NN=CN1C([2H])([2H])[2H])F